B(O)(O)OC1=CC2=CC=CC=C2S1 benzo[b]thiophene-2-boric acid